C(C)(C)(C)OC(=O)N[C@H](C=1N=C2N(N=CC(=C2)CC2CC(N(C2=O)C(=O)OC(C)(C)C)(C)C)C1)C1CCC(CC1)(F)F tert-butyl 4-((2-((S)-((tert-butoxycarbonyl)amino)(4,4-difluorocyclohexyl)methyl)imidazo[1,2-b]pyridazin-7-yl)methyl)-2,2-dimethyl-5-oxopyrrolidine-1-carboxylate